OCCS(=O)(=O)NC1=CC(=C(C=C1)C=1OC(=NN1)C1=NC(=NC(=C1)C)N1CCC(CC1)(C)O)N1CCC2(CC2)CC1 2-hydroxy-N-(4-(5-(2-(4-hydroxy-4-methylpiperidin-1-yl)-6-methylpyrimidin-4-yl)-1,3,4-oxadiazol-2-yl)-3-(6-azaspiro[2.5]octan-6-yl)phenyl)ethane-1-sulfonamide